1-(4-isopropoxyphenyl)-3-methyl-8-(6-(1-methyl-1H-pyrazol-4-yl)pyridin-3-yl)-1,3-dihydro-2H-imidazo[4,5-c]quinolin-2-one C(C)(C)OC1=CC=C(C=C1)N1C(N(C=2C=NC=3C=CC(=CC3C21)C=2C=NC(=CC2)C=2C=NN(C2)C)C)=O